(R)-3-(1-cyclopropyl-5-methyl-1,2,5,6-tetrahydropyridin-3-yl)-1H-pyrrolo[2,3-b]pyridine C1(CC1)N1CC(=C[C@H](C1)C)C1=CNC2=NC=CC=C21